1-tert-butyl-N-[[3-[4-[[(3S,4R)-3-fluoro-1-methyl-4-piperidyl]amino]-1-(2,2,2-trifluoroethyl)indol-2-yl]-1,2,4-oxadiazol-5-yl]methyl]pyrazole-4-carboxamide C(C)(C)(C)N1N=CC(=C1)C(=O)NCC1=NC(=NO1)C=1N(C2=CC=CC(=C2C1)N[C@H]1[C@H](CN(CC1)C)F)CC(F)(F)F